6-(2-hydroxy-2-(3'-methoxy-[1,1'-biphenyl]-3-yl)acetyl)-2-(1-phenylcyclopropyl)-5,6,7,8-tetrahydropyrido[4,3-d]pyrimidin-4(3H)-one OC(C(=O)N1CC2=C(N=C(NC2=O)C2(CC2)C2=CC=CC=C2)CC1)C=1C=C(C=CC1)C1=CC(=CC=C1)OC